CN1C(CCC1=O)(C)C=1N=C(N(C1)C(=O)NCCC(C)C)OC (1,2-dimethyl-5-oxopyrrolidin-2-yl)-N-isoamyl-2-methoxy-1H-imidazole-1-carboxamide